N-(6-amino-3-(methylsulfonyl)-5-(propynyl-1-yl)pyridin-2-yl)trimethylacetamide 2,5-dioxopyrrolidin-1-yl-2-acetoxy-4-butyramidobenzoate O=C1N(C(CC1)=O)C=1C(=C(C(=O)O)C=CC1NC(CCC)=O)OC(C)=O.NC=1C(CC(=C(N1)NC(C(C)(C)C)=O)S(=O)(=O)C)=CC#C